CP(=O)(C)C1=C(CNC(OC(C)(C)C)=O)C=CC(=C1)C#C[Si](C)(C)C Tert-butyl 2-(dimethylphosphoryl)-4-((trimethylsilyl)ethynyl)benzylcarbamate